OC1(CC(C1)C(=O)N1CC2(C1)CCC(CC2)C=2N=C1N(C=CC=C1)C2)C ((1s,3s)-3-Hydroxy-3-methylcyclobutyl)(7-(imidazo[1,2-a]pyridin-2-yl)-2-azaspiro[3.5]nonan-2-yl)methanon